COC1=C(C(=O)N[C@@H]2[C@@H]\3CC[C@H]([C@@H]2C(N[C@H](C)C2(CC2)C)=O)/C3=C/C=3N=C(SC3)C)C=CC=N1 2-methoxy-N-((1R,2R,3S,4R,Z)-3-(((R)-1-(1-methylcyclopropyl)ethyl)carbamoyl)-7-((2-methylthiazol-4-yl)methylene)bicyclo[2.2.1]heptan-2-yl)nicotinamide